C(C)(C)(C)OC(C(C)(C)N1C(N(C2=C(C1=O)C(=C(S2)C#N)C)CC(OC2CCOCC2)C2=C(C=CC=C2)OC)=O)=O 2-(6-cyano-1-(2-(2-methoxyphenyl)-2-((tetrahydro-2H-pyran-4-yl)oxy)ethyl)-5-methyl-2,4-dioxo-1,2-dihydrothieno[2,3-d]pyrimidin-3(4H)-yl)-2-methylpropanoic acid tert-butyl ester